2-(4-((5-(benzyloxy)-3-fluoro-2-(2-(trifluoromethyl)phenyl)-1H-indol-1-yl)methyl)phenyl)-N-(cyclopropylmethyl)ethane-1-amine C(C1=CC=CC=C1)OC=1C=C2C(=C(N(C2=CC1)CC1=CC=C(C=C1)CCNCC1CC1)C1=C(C=CC=C1)C(F)(F)F)F